N-methyl-1-tritylaziridine-2-carboxamide CNC(=O)C1N(C1)C(C1=CC=CC=C1)(C1=CC=CC=C1)C1=CC=CC=C1